N1(N=CN=C1)C(=O)N1[C@@H](CC1)CN1N=C(C=2C1=NC=NC2N)C2=CC=C(CNC(C1=C(C=CC(=C1)F)OC)=O)C=C2 (S)-N-(4-(1-((1-(1H-1,2,4-triazole-1-carbonyl)azetidin-2-yl)methyl)-4-amino-1H-pyrazolo[3,4-d]pyrimidin-3-yl)benzyl)-5-fluoro-2-methoxybenzamide